ethyl 3-[(6-bromo-5-fluoro-1-methyl-indazol-3-yl)amino]propanoate BrC1=C(C=C2C(=NN(C2=C1)C)NCCC(=O)OCC)F